(R)-3-((1-(3-(3-azabicyclo[3.1.1]heptan-3-yl)-2-cyano-7-methylquinoxalin-5-yl)ethyl)amino)-6-chloropicolinic acid C12CN(CC(C1)C2)C=2C(=NC1=CC(=CC(=C1N2)[C@@H](C)NC=2C(=NC(=CC2)Cl)C(=O)O)C)C#N